IC1=CC=C(C=C1)\N=C\1/N(CCN1S(=O)(=O)C1=CC=C(C)C=C1)C(=O)OC(C)(C)C tert-butyl (E)-2-((4-iodophenyl)imino)-3-tosylimidazolidine-1-carboxylate